C(C)N1C(=NN(C1=O)C=1C=C2C=CN=C(C2=C(C1)O[C@H](C(F)(F)F)C)OC1=C(C=CC(=C1)C)F)CO (S)-4-Ethyl-1-(1-(2-fluoro-5-methylphenoxy)-8-((1,1,1-trifluoropropan-2-yl)oxy)isoquinolin-6-yl)-3-(hydroxymethyl)-1H-1,2,4-triazol-5(4H)-one